9-(2-((cyclopropylmethyl)(methyl)amino)pyrimidin-5-yl)-6,7-dimethoxynaphtho[2,3-c]furan-1(3H)-one C1(CC1)CN(C1=NC=C(C=N1)C1=C2C=C(C(=CC2=CC2=C1C(OC2)=O)OC)OC)C